N-(3-(N-(4-bromophenyl)sulfamoyl)phenyl)thiophene-3-carboxamide BrC1=CC=C(C=C1)NS(=O)(=O)C=1C=C(C=CC1)NC(=O)C1=CSC=C1